FC(OC1=CC(=C(C=C1F)NC=1C2=C(N=CN1)C=CC(=N2)N2[C@@H]1CN([C@H](C2)C1)C(C=C)=O)F)F 1-((1S,4S)-5-(4-((4-(difluoromethoxy)-2,5-difluorophenyl)amino)pyrido[3,2-d]pyrimidin-6-yl)-2,5-diazabicyclo[2.2.1]heptan-2-yl)prop-2-en-1-one